N1(CCCCC1)C1=CC(=[N+](C(=N1)N)[O-])N 6-(1-Piperidinyl)pyrimidine-2,4-diamine 3-oxide